N1N=NC(=C1)C1CN(C1)C(CCC=1C=NC(=NC1)NC1CC2=CC(=C(C=C2C1)F)F)=O 1-(3-(1H-1,2,3-triazol-4-yl)azetidin-1-yl)-3-(2-((5,6-difluoro-2,3-dihydro-1H-inden-2-yl)amino)pyrimidin-5-yl)propan-1-one